C(CO)O 1,2-Ethan-diol